(1S,2S)-2-Fluorocyclopropane FC1CC1